Cl.CC=1C=C(C=CC1CC1=CC=2N(C=C1)N=CN2)NC=2C1=C(N=CN2)C=CC(=N1)N1C[C@H](NCC1)C N-(3-methyl-4-{[1,2,4]triazolo[1,5-a]pyridin-7-ylmethyl}phenyl)-6-[(3R)-3-methylpiperazin-1-yl]pyrido[3,2-d]pyrimidin-4-amine hydrochloride